tert-butyl 6-[4-[[4-[tert-butyl(dimethyl)silyl]oxyphenyl]-(3-cyano-4-methoxy-phenyl)carbamoyl]-1,5-dimethyl-pyrrol-2-yl]-1,2,3,4-tetrahydroisoquinoline-7-carboxylate [Si](C)(C)(C(C)(C)C)OC1=CC=C(C=C1)N(C(=O)C=1C=C(N(C1C)C)C=1C=C2CCNCC2=CC1C(=O)OC(C)(C)C)C1=CC(=C(C=C1)OC)C#N